CN(CC#CC1=CC=C(OCCCC2=C(N=CS2)C(=O)[O-])C=C1)C 5-[3-[4-[3-(dimethylamino)prop-1-ynyl]phenoxy]propyl]thiazole-4-carboxylate